(R)-5-{4-[4-(4-fluoro-6-methyl-1H-indazol-3-yl)piperidine-1-carbonyl]phenyl}-5-methylimidazolidine-2,4-dione FC1=C2C(=NNC2=CC(=C1)C)C1CCN(CC1)C(=O)C1=CC=C(C=C1)[C@@]1(C(NC(N1)=O)=O)C